methyl 3-(3-bromophenyl)-2-fluoropropionate BrC=1C=C(C=CC1)CC(C(=O)OC)F